3,3'-(hexane-1,6-diylbis(sulfanediyl))bis(1-(2,6,6-trimethylcyclohex-1,3-dien-1-yl)butan-1-one) C(CCCCCSC(CC(=O)C1=C(C=CCC1(C)C)C)C)SC(CC(=O)C1=C(C=CCC1(C)C)C)C